4-((4-Cyclopropyl-5-fluoro-2-(N-methylmethanesulfonamido)phenyl)amino)-N-ethoxy-6-(pyrazin-2-ylamino)nicotinamide C1(CC1)C1=CC(=C(C=C1F)NC1=CC(=NC=C1C(=O)NOCC)NC1=NC=CN=C1)N(S(=O)(=O)C)C